C(C1=CC=CC=C1)N1CCC(CC1)(O)CNC(C)(C)C 1-benzyl-4-[(tert-butylamino)methyl]piperidin-4-ol